NCC1=NNC(C2=CC=C(C=C12)C=1C=NN(C1C1=C(C#N)C(=CC(=C1F)Cl)OC1CC1)C)=O 2-(4-(4-(aminomethyl)-1-oxo-1,2-dihydro-phthalazin-6-yl)-1-methyl-1H-pyrazol-5-yl)-4-chloro-6-cyclopropyloxy-3-fluorobenzonitrile